FC1=C(C=CC(=C1)NC1CCN(CC1)C)C=1C=C2C(=CC=NC2=CC1)NC=1C=CC2=C(N=CS2)C1 N-(6-(2-fluoro-4-((1-methylpiperidin-4-yl)amino)phenyl)quinolin-4-yl)benzo[d]thiazol-5-amine